ClC=1N=C(N2C1C(=CC(=C2)S(=O)(=O)Cl)Cl)C=2SC(=NN2)C(F)(F)F 1,8-dichloro-3-(5-(trifluoromethyl)-1,3,4-thiadiazol-2-yl)imidazo[1,5-a]pyridin-6-sulfonyl chloride